CCCC(C)N 4-Pentylamine